3-(1-methyl-7-((1-(5-(pyridin-3-yl)-1H-imidazole-4-carbonyl)piperidin-4-yl)oxy)-1H-indazol-3-yl)piperidine-2,6-dione CN1N=C(C2=CC=CC(=C12)OC1CCN(CC1)C(=O)C=1N=CNC1C=1C=NC=CC1)C1C(NC(CC1)=O)=O